6-(cyclobutylmethyl)-2-ethyl-6,7-dihydro-4H-pyrazolo[1,5-a]pyrrolo[3,4-d]pyrimidine C1(CCC1)CN1C=C2NC=3N(C=C2C1)N=C(C3)CC